C1(CCCCC1)NC1=C2N=CNC2=NC(=N1)NCC N*6*-Cyclohexyl-N*2*-ethyl-9H-purine-2,6-diamine